[Si](C)(C)(C(C)(C)C)OC[C@@H]1N([C@@H](C[C@@H]1NCC1=CC=C(C=C1)OC)C(F)(F)F)C(=O)OCC1=CC=CC=C1 benzyl (2R,3S,5S)-2-(((tert-butyldimethylsilyl)oxy)methyl)-3-((4-methoxybenzyl)amino)-5-(trifluoromethyl)pyrrolidine-1-carboxylate